4-(2,3,6-trimethylphenoxy)aniline CC1=C(OC2=CC=C(N)C=C2)C(=CC=C1C)C